C(C)(C)(C)C=1C=C(N(N1)C1=CC=C(C=C1)OCCN1CCCCC1)NC(OCC(Cl)(Cl)Cl)=O 2,2,2-trichloroethyl N-[5-tert-butyl-2-[4-[2-(1-piperidyl)ethoxy]phenyl]pyrazol-3-yl]carbamate